tert-butyl (3S)-6-[2-[2-(dimethylamino)ethyl]indazol-6-yl]-3-methyl-3,4-dihydro-2H-pyridine-1-carboxylate CN(CCN1N=C2C=C(C=CC2=C1)C1=CC[C@@H](CN1C(=O)OC(C)(C)C)C)C